C(C)(C)(C)OC(N([C@H](C)C1=NC=CC=N1)CC1=NC=C(C=C1)Br)=O.S1C(=CC=C1)S(=O)(=O)NCCOC(C=C)=O.COC1=CC=C(CCC(C(=O)N)=C)C=C1 (4-methoxyphenethyl)acrylamide N-(2-thiophenesulfonyl)-2-amino-ethyl-acrylate tert-butyl-(R)-((5-bromopyridin-2-yl)methyl)(1-(pyrimidin-2-yl)ethyl)carbamate